5,6-dimethyl-2-(4-chlorobenzyl)benzimidazole CC1=CC2=C(N=C(N2)CC2=CC=C(C=C2)Cl)C=C1C